N1C(=CC2=CC=CC=C12)C(=O)N1CCN(CC1)C(C(=O)NCC#C)=O 2-(4-(1H-indole-2-carbonyl)piperazin-1-yl)-2-oxo-N-(prop-2-yn-1-yl)acetamide